(S)-4-(6-(3-((2-((S)-3-carboxybutanoyl)-7-chloro-6-hydroxybenzo[b]thiophen-5-yl)oxy)propoxy)-4-fluoro-5-methoxyisoindolin-2-yl)-2-methyl-4-oxobutanoic acid C(=O)(O)[C@H](CC(=O)C1=CC2=C(S1)C(=C(C(=C2)OCCCOC2=C(C(=C1CN(CC1=C2)C(C[C@@H](C(=O)O)C)=O)F)OC)O)Cl)C